11-Bromo-18-fluoro-10-methoxy-N-(methyl-d3)-15-oxa-2,4,5,8,21-pentaazatetracyclo[15.3.1.1^{3,7}.1^{9,13}]tricosa-1(20),3,5,7(23),9(22),10,12,17(21),18-nonaene-6-carboxamide BrC1=C(C=2NC=3C(=NN=C(NC4=CC=C(C(COCC(=C1)C2)=N4)F)C3)C(=O)NC([2H])([2H])[2H])OC